(s)-2-methylpyrrolidine hydrochloride Cl.C[C@@H]1NCCC1